ClC1=C(C=C(C(=C1)F)N1C(NC(=CC1=O)C(F)(F)F)=O)S(=O)(=O)Cl 2-chloro-5-[2,6-dioxo-4-(trifluoromethyl)-3,6-dihydropyrimidin-1(2H)-yl]-4-fluorobenzenesulfonyl chloride